C1CN(CCC12CCNCC2)C(=O)OC(C)(C)C tertiary butyl 3,9-diazaspiro[5.5]undecan-3-carboxylate